Cl.Cl.N1C=CC2=NC=C(C=C21)S(=O)(=O)N2CCC1(C[C@H](CO1)NC[C@@H](COC=1C=C(C=CC1)S(=O)(=O)NC)O)CC2 3-((S)-3-(((R)-8-((1H-pyrrolo[3,2-b]pyridin-6-yl)sulfonyl)-1-oxa-8-azaspiro[4.5]dec-3-yl)amino)-2-hydroxypropoxy)-N-methylbenzenesulfonamide dihydrochloride